C(#N)C=1C=C(C=CC1)C=N[S@@](=O)C(C)(C)C (S)-N-[(3-cyanophenyl)methylene]-2-methylpropane-2-sulfinamide